(3S)-8-(6-tert-butylpyridin-3-yl)-6-imino-3-methyl-2H,3H,4H,6H-pyrimido[2,1-b][1,3]thiazine-7-carbonitrile C(C)(C)(C)C1=CC=C(C=N1)C=1N=C2SC[C@H](CN2C(C1C#N)=N)C